7-(5-fluoro-2-methyl-4-(1-(tetrahydro-2H-pyran-2-yl)-1H-1,2,4-triazol-3-yl)phenyl)-1-isopropyl-3,4-dihydropyrazino[2,3-b]pyrazin-2(1H)-one FC=1C(=CC(=C(C1)C1=CN=C2C(=N1)N(C(CN2)=O)C(C)C)C)C2=NN(C=N2)C2OCCCC2